rel-3-chloro-4-((3,5-difluoropyridin-2-yl)methoxy-d2)-2'-(3-(2-hydroxypropan-2-yl)-2-oxopyrazin-1(2H)-yl)-6-methyl-2H-[1,4'-bipyridine]-2-one ClC=1C(N(C(=CC1OC([2H])([2H])C1=NC=C(C=C1F)F)C)C1=CC(=NC=C1)N1C(C(=NC=C1)C(C)(C)O)=O)=O